The molecule is a carboxylic acid anion resulting from the deprotonation of all four carboxy groups and the protonation of both of the primary amino groups of selenodiglutathione. The major species at pH 7.3. It is a conjugate base of a selenodiglutathione. C(CC(=O)N[C@@H](CS[Se]SC[C@@H](C(=O)NCC(=O)[O-])NC(=O)CC[C@@H](C(=O)[O-])[NH3+])C(=O)NCC(=O)[O-])[C@@H](C(=O)[O-])[NH3+]